FC1=C(C=CC(=C1)F)C=1OC2=C(C=C(C=C2C(C1)=O)C(F)(F)F)[C@@H](C)NC1=C(C(=O)O)C=CC=C1 2-[[(1R)-1-[2-(2,4-Difluorophenyl)-4-oxo-6-(trifluoromethyl)-chromen-8-yl]ethyl]amino]benzoic acid